C1(=CC=CC2=CC=CC=C12)CC[SiH](C1=CC=CC=C1)C1=CC=CC=C1 (2-(1-naphthyl)ethyl)diphenyl-silane